O-benzyl-glucose C(C1=CC=CC=C1)O[C@@H](C=O)[C@@H](O)[C@H](O)[C@H](O)CO